C1(=CC=CC=C1)C(CO)C 2-phenylpropan-1-ol